C(C1=CC=CC=C1)C(C(=O)OC)C(=O)NC1=CC=C(C=C1)S(=O)(=O)Cl methyl 2-benzyl-3-((4-(chlorosulfonyl) phenyl) amino)-3-oxopropionate